FC(C1=NNC=C1C=1C=C2C=CN(C(C2=CC1)=O)CC=1C=C(C(=O)NCC2COC2)C=CC1)F 3-((6-(3-(Difluoromethyl)-1H-pyrazol-4-yl)-1-oxoisoquinolin-2(1H)-yl)methyl)-N-(oxetan-3-ylmethyl)benzamide